CN1CC[C@]23[C@@H]4[C@H]5[C@@H](CC2=O)C(=CCO[C@H]5CC(=O)N4C6=C3C=CC(=C6)O)C1 The molecule is a monoterpenoid indole alkaloid with formula C22H24N2O4, originallly isolated from the seeds of Strychnos nux-vomica. It has a role as a plant metabolite. It is a delta-lactam, a cyclic ketone, an organic heterohexacyclic compound, a member of phenols, a tertiary amino compound and a monoterpenoid indole alkaloid.